Cl.C1NCC2=CN=C3CCCC3=C12 1,2,3,6,7,8-Hexahydro-2,5-diaza-as-indacene hydrochloride